C(C)OC[C@@]1(CN(CC1)C(C)(C)C=1C=CC(=NC1)C)CCC1=CC=C(C=C1)F (S)-5-(2-(3-(ethoxymethyl)-3-(4-fluorophenethyl)pyrrolidin-1-yl)propan-2-yl)-2-methylpyridine